tert-butyl 2-methyl-4-(6-nitropyridin-3-yl)piperazine-1-carboxylate CC1N(CCN(C1)C=1C=NC(=CC1)[N+](=O)[O-])C(=O)OC(C)(C)C